FC1=C(C=C(OC2=CC=C(C=N2)COC2=NC(N3C(N4[C@]5(CO[C@@H](C4)C5)C3)=C2)=O)C=C1)C(F)(F)F (3R,11aS)-7-((6-(4-fluoro-3-(trifluoromethyl)phenoxy)pyridin-3-yl)methoxy)-3,4-dihydro-1H,9H,11H-3,11a-methanopyrimido[6',1':2,3]imidazo[5,1-c][1,4]oxazin-9-one